3-((5-(aminomethyl)-1-(4,4,4-trifluorobutyl)-1H-indol-2-yl)methyl)-5-fluoro-1-(2,2,2-trifluoroethyl)-1,3-dihydro-2H-benzo[d]imidazol-2-one NCC=1C=C2C=C(N(C2=CC1)CCCC(F)(F)F)CN1C(N(C2=C1C=C(C=C2)F)CC(F)(F)F)=O